1,3-Dioxapentalene O1COC2C=CC=C12